NC=1C=C(OC=2C=C(C=CC2)C(C)(C)C2=CC(=CC=C2)OC2=CC(=CC=C2)N)C=CC1 bis[3-(3-aminophenoxy)phenyl]propane